OC1=CC=C(C(C)=C1O)S(=O)(=O)O 5,6-dihydroxy-2-toluenesulfonic acid